N2-(cyclopropylmethyl)-N4-(2-(1,1-difluoroethyl)pyridin-4-yl)-6-(6-(trifluoromethyl)pyridin-2-yl)-1,3,5-triazine-2,4-diamine C1(CC1)CNC1=NC(=NC(=N1)NC1=CC(=NC=C1)C(C)(F)F)C1=NC(=CC=C1)C(F)(F)F